C(C)(C)(C)OC(=O)NC1=CC=C(C=N1)C=1SC=C(N1)C(=O)N[C@H](C(=O)NC(C(=O)OC)=C)CO[Si](C)(C)C(C)(C)C Methyl (S)-2-(2-(2-(6-((tert-butoxy carbonyl)amino)pyridin-3-yl)thiazole-4-carboxamido)-3-((tert-butyldimethylsilyl)oxy)propanamido)acrylate